dodecanoic acid-2-dodecanoyloxy-1-pentyl-heptyl ester C(CCCCCCCCCCC)(=O)OC(C(CCCCC)OC(CCCCCCCCCCC)=O)CCCCC